8-bromo-N-(1-(methylsulfonyl)piperidin-4-yl)-7-(1H-pyrazol-4-yl)-[1,2,4]triazolo[1,5-C]pyrimidin-2-amine BrC=1C=2N(C=NC1C=1C=NNC1)N=C(N2)NC2CCN(CC2)S(=O)(=O)C